1-propanaminium sulfate S(=O)(=O)([O-])[O-].C(CC)[NH3+].C(CC)[NH3+]